N-(2-(benzo[d]thiazole-2-yl)phenyl)morpholine-4-formamide S1C(=NC2=C1C=CC=C2)C2=C(C=CC=C2)NC(=O)N2CCOCC2